(2S)-N-[cis-1-(azetidine-1-carbonyl)-2-({[1-(5-fluoropyrimidin-2-yl)piperidin-4-yl]oxy}methyl)piperidin-3-yl]oxolane-2-carboxamide N1(CCC1)C(=O)N1[C@H]([C@H](CCC1)NC(=O)[C@H]1OCCC1)COC1CCN(CC1)C1=NC=C(C=N1)F